CC1=C(C(=CC(=C1)C)C)O 2,4,6-trimethylphenol